C([C@H](O)C)(=O)OCCCC butyl D-lactate